COC(C1=CC(=C(C=C1)[N+](=O)[O-])N[C@H]1COC[C@H]1O)=O.O=S(N1CCN(CC1)C1=NC=CC(=C1)OC)(C=C)=O 4-[dioxo(vinyl)-λ6-sulfanyl]-1-(4-methoxypyridin-2-yl)piperazine methyl-3-(((3S,4S)-4-hydroxytetrahydrofuran-3-yl)amino)-4-nitrobenzoate